2-nitroglucamine [N+](=O)([O-])[C@@](CN)(O)[C@@H](O)[C@H](O)[C@H](O)CO